4,4'-methylenebis(N,N-bis(2-methoxyethyl)-3,5-dimethoxyaniline) C(C1=C(C=C(N(CCOC)CCOC)C=C1OC)OC)C1=C(C=C(N(CCOC)CCOC)C=C1OC)OC